BrC1=CC=C(C=C1)C=1N(OC(N1)=O)C 3-(4-bromophenyl)-2-methyl-1,2,4-oxadiazol-5-one